FC1=CC=C(C=C1)C1=CC(=NN1CC(=O)N[C@@H](CC(C)C)B(O)O)C1=C(C=CC=C1)OS(=O)(=O)C1=CC(=CC=C1)C(F)(F)F (R)-(1-(2-(5-(4-Fluorophenyl)-3-(2-(((3-(trifluoromethyl)phenyl)sulfonyl)oxy)benzeneyl)-1H-pyrazol-1-yl)acetamido)-3-methylbutyl)boronic acid